C(C)[C@@]1(O)[C@H](O)[C@@H](O)[C@@H](O)[C@H](O1)CO ethyl-α-D-galactopyranose